COC(C1=C(C(=C(C=C1)C(C)C)C#N)C)=O cyano-4-isopropyl-2-methylbenzoic acid methyl ester